6-(isopropyl(methyl)amino)-4-((methylamino)methyl)-2-(6-(4-(1-(trifluoromethyl)cyclopropyl)-4H-1,2,4-triazol-3-yl)pyridin-2-yl)-2,3-dihydro-1H-pyrrolo[3,4-c]pyridin-1-one C(C)(C)N(C1=CC2=C(C(=N1)CNC)CN(C2=O)C2=NC(=CC=C2)C2=NN=CN2C2(CC2)C(F)(F)F)C